N1=CC=C(C=C1)C=NNC(=O)C1=NC2=C3N=C(C=CC3=CC=C2C=C1)C(=O)NN=CC1=CC=NC=C1 N'2,N'9-Bis(pyridin-4-ylmethylene)-1,10-phenanthroline-2,9-dicarbohydrazide